2-[4-[(E)-3-(3,4-Difluorophenyl)prop-2-enoyl]phenoxy]-N-[(1S,4S,5R,8S,9R,10R,12R,13R)-1,5,9-trimethyl-11,14,15,16-tetraoxatetracyclo[10.3.1.04,13.08,13]hexadecan-10-yl]acetamide FC=1C=C(C=CC1F)/C=C/C(=O)C1=CC=C(OCC(=O)N[C@H]2[C@@H]([C@@H]3CC[C@H]([C@@H]4CC[C@@]5(OO[C@]43[C@H](O2)O5)C)C)C)C=C1